[N+](=O)([O-])C1=C(C=CC(=C1)[N+](=O)[O-])NN dl-2,4-dinitrophenylhydrazine